FC1(CCCC=2C(=NN(C12)C=1C=[N+](C=CN1)[O-])C(NC(CN1CCOCC1)(C)C)=O)F 3-(7,7-difluoro-3-((2-methyl-1-morpholinopropan-2-yl)carbamoyl)-4,5,6,7-tetrahydro-1H-indazol-1-yl)pyrazine 1-oxide